C(C)(C)(C)C=1NC=CC1 tert-butyl-(pyrrole)